3-((2,2-dimethyl-1,3-dioxan-5-yl)methoxy)-2-(((2,2-dimethyl-1,3-dioxan-5-yl)methoxy)methyl)propan-1-ol CC1(OCC(CO1)COCC(CO)COCC1COC(OC1)(C)C)C